BrC1=CC(=C(C#N)C=C1[N+](=O)[O-])OC 4-bromo-2-methoxy-5-nitro-benzonitrile